4,13-dichloro-8-ethyl-10-[3-fluoro-5-({2-[(oxan-4-yl)amino]ethyl}amino)pyridin-2-yl]-6,8,10-triazatricyclo[9.4.0.02,7]pentadeca-1(11),2(7),3,5,12,14-hexaen-9-one ClC1=CC=2C=3C=CC(=CC3N(C(N(C2N=C1)CC)=O)C1=NC=C(C=C1F)NCCNC1CCOCC1)Cl